C(C1=CC=CC=C1)OC1=C(C(=O)OC)C(=CC=C1)OS(=O)(=O)C(F)(F)F methyl 2-benzyloxy-6-(trifluoromethylsulfonyloxy)benzoate